(E)-N-(4-((3-chloro-4-fluorophenyl)amino)-7-methoxyquinazolin-6-yl)-4-(4-(4-(2,4-dioxotetrahydropyrimidin-1(2H)-yl)-2-fluorobenzyl)piperazin-1-yl)but-2-enamide ClC=1C=C(C=CC1F)NC1=NC=NC2=CC(=C(C=C12)NC(\C=C\CN1CCN(CC1)CC1=C(C=C(C=C1)N1C(NC(CC1)=O)=O)F)=O)OC